OCC1(CCC1)NC=1C2=C(N=C(N1)N1CC3=CC=C(C=C3C1)OC)CC[S@]2=O |r| (R/S)-4-((1-(hydroxymethyl)cyclobutyl)amino)-2-(5-methoxyisoindolin-2-yl)-6,7-dihydrothieno[3,2-d]pyrimidine 5-oxide